2-(1-(1,2,4-Thiadiazol-5-yl)azetidin-3-yl)-1-(4-methoxy-2-methyl-5,7-dihydro-6H-pyrrolo[3,4-d]pyrimidin-6-yl)ethan-1-one S1N=CN=C1N1CC(C1)CC(=O)N1CC=2N=C(N=C(C2C1)OC)C